BrC=1C(=C(OC2CCC(CC2)O[Si](C2=CC=CC=C2)(C2=CC=CC=C2)C(C)(C)C)C=CC1)C (((1r,4r)-4-(3-bromo-2-methylphenoxy)cyclohexyl)oxy)(tert-butyl)diphenylsilane